ClC1=C(C=C(C=C1)Cl)C1=C(C=NC(=C1)C)C(=O)O 4-(2,5-dichlorophenyl)-6-methylpyridine-3-carboxylic acid